BrC1=CC(=C(C=C1)[C@@H](C(F)(F)F)N[S@](=O)C(C)(C)C)F (R)-N-((S)-1-(4-bromo-2-fluorophenyl)-2,2,2-trifluoroethyl)-2-methylpropane-2-sulfinamide